3-(2-methylbenzylidene)pyrrolidine-2,5-dione CC1=C(C=C2C(NC(C2)=O)=O)C=CC=C1